8-(3,5-difluoro-4-pyridyl)-3,4,7,9,13,14-hexazatetracyclo[7.6.1.02,6.013,16]hexadeca-1(16),2(6),4,7,14-pentaene FC=1C=NC=C(C1C1=NC=2C=NNC2C=2C=NN3CCCN1C23)F